tert-Butyl ((1S,3S)-3-((6-(4,4,5,5-tetramethyl-1,3,2-dioxaborolan-2-yl)benzo[d]oxazol-2-yl)amino)cyclopentyl)carbamate CC1(OB(OC1(C)C)C1=CC2=C(N=C(O2)N[C@@H]2C[C@H](CC2)NC(OC(C)(C)C)=O)C=C1)C